ClCC(O)=C1C(OC(OC1=O)(C)C)=O 5-(2-chloro-1-hydroxyethylidene)-2,2-dimethyl-1,3-dioxane-4,6-dione